ClC1=C(C=2N=C(NC(C2C=N1)N1C[C@@H](CCC1)C)SC)F (3R)-1-(7-chloro-8-fluoro-2-(methylthio)-3,4-dihydropyrido[4,3-d]pyrimidin-4-yl)-3-methylpiperidin